3-(5-(1-(2-chloro-4-fluorobenzyl)piperidin-4-yl)-1-oxoisoindolin-2-yl)piperidine-2,6-dione tert-butyl-trans-7-(hydroxymethyl)-3-azabicyclo[4.1.0]heptane-3-carboxylate C(C)(C)(C)OC(=O)N1CC2C(C2CC1)CO.ClC1=C(CN2CCC(CC2)C=2C=C3CN(C(C3=CC2)=O)C2C(NC(CC2)=O)=O)C=CC(=C1)F